methyl 2-((4-fluorophenyl) sulfonyl)-6-methoxy-1,2,3,4-tetrahydroisoquinoline-7-carboxylate FC1=CC=C(C=C1)S(=O)(=O)N1CC2=CC(=C(C=C2CC1)OC)C(=O)OC